PNC(=O)N phosphinourea